2-(2-(cyclobutanesulfonylamino)pyrimidin-4-yl)-N-(4-(6-ethoxypyrazin-2-yl)phenyl)-2-methylpropanamide C1(CCC1)S(=O)(=O)NC1=NC=CC(=N1)C(C(=O)NC1=CC=C(C=C1)C1=NC(=CN=C1)OCC)(C)C